furooxolane O1C=CC2=C1CCO2